CC(CCNC(=O)N1CCN(CC1)C1=NC(=CC(=N1)NC1=CC2=C(C=N1)C=NN2C(C)C)N2CCCC2)C N-(3-methylbutyl)-4-[4-{[1-(propan-2-yl)-1H-pyrazolo[4,3-c]pyridin-6-yl]amino}-6-(pyrrolidin-1-yl)pyrimidin-2-yl]piperazine-1-carboxamide